N-((9-beta-ribofuranosylpurine-6-yl)N-methyl-carbamoyl)threonine [C@@H]1([C@H](O)[C@H](O)[C@H](O1)CO)N1C2=NC=NC(=C2N=C1)N(C(=O)N[C@@H]([C@H](O)C)C(=O)O)C